Methyl (R)-1-((1-((benzyloxy)carbonyl)pyrrolidin-3-yl)methyl)-2-(1-(cyclopropylmethyl)-1H-pyrrolo[2,3-b]pyridin-2-yl)-7-methoxy-1H-benzo[d]imidazole-5-carboxylate C(C1=CC=CC=C1)OC(=O)N1C[C@H](CC1)CN1C(=NC2=C1C(=CC(=C2)C(=O)OC)OC)C2=CC=1C(=NC=CC1)N2CC2CC2